(2S)-2-amino-3-isopropoxy-propan-1-ol N[C@@H](CO)COC(C)C